FC1=CC=C(C(=N1)C)OC1=C(C(=O)NC2=CC(=CC=C2)[S@@](=O)(=NC([C@@H](C)O)=O)C)C(=C(C=N1)C(F)(F)F)C 2-((6-fluoro-2-methylpyridin-3-yl)oxy)-N-(3-((R)-N-((R)-2-hydroxypropanoyl)-S-methylsulfonimidoyl)phenyl)-4-methyl-5-(trifluoromethyl)nicotinamide